N1(N=CN=C1)C[C@@]1(C[C@@H](CO1)COC1=C(C=C(C=C1)N1CCN(CC1)C1=CC=C(C(=O)NC2=NC(=CC=C2)C#N)C=C1)C)C1=C(C=C(C=C1)F)F 4-(4-(4-(((3R,5R)-5-((1H-1,2,4-triazol-1-yl)methyl)-5-(2,4-difluorophenyl)tetrahydrofuran-3-yl)methoxy)3-methylphenyl)piperazin-1-yl)-N-(6-cyanopyridin-2-yl)benzamide